N1CCCCC12CN(CCC2)C2=C1C(=NC=C2)N(C=C1C1=NSC=N1)COCC[Si](C)(C)C 2-[[4-(1,8-diazaspiro[5.5]undec-8-yl)-3-(1,2,4-thiadiazol-3-yl)pyrrolo[2,3-b]pyridin-1-yl]methoxy]ethyl-trimethyl-silane